C(C=C)O[C@]12C[C@H](N([C@@H]2C1)C(=O)OC(C)(C)C)C(NC1=NC(=CC=C1C)C(F)(F)F)=O tert-Butyl (1R,3S,5S)-5-(allyloxy)-3-((3-methyl-6-(trifluoromethyl)pyridin-2-yl)carbamoyl)-2-azabicyclo[3.1.0]hexane-2-carboxylate